4,5-bis(heptadecyl)imidazolide C(CCCCCCCCCCCCCCCC)C=1N=C[N-]C1CCCCCCCCCCCCCCCCC